BrC1=C(C=C(C=C1)C(C(F)(F)F)NC(C(=O)[O-])CC(C)(C)F)F ((1-(4-bromo-3-fluorophenyl)-2,2,2-trifluoroethyl) amino)-4-fluoro-4-methylpentanoate